2-(2,6-dioxopiperidin-3-yl)-5-fluoro-6-(1-((1-(4-(1-(4-hydroxyphenyl)-2-phenylbut-1-en-1-yl)phenyl)piperidin-4-yl)methyl)piperidin-4-yl)isoindoline-1,3-dione O=C1NC(CCC1N1C(C2=CC(=C(C=C2C1=O)F)C1CCN(CC1)CC1CCN(CC1)C1=CC=C(C=C1)C(=C(CC)C1=CC=CC=C1)C1=CC=C(C=C1)O)=O)=O